(4-aminophenyl)-methanol NC1=CC=C(C=C1)CO